potassium dodecylbenzenedisulfonate zirconium methacryloxyethyl-acetoacetate tri-n-butoxide [O-]CCCC.[O-]CCCC.[O-]CCCC.C(C(=C)C)(=O)OCCOC(CC(=O)C)=O.[Zr+4].C(CCCCCCCCCCC)OS(=O)(=O)C=1C(=CC=CC1)S(=O)(=O)[O-].[K+]